C(CC)(=O)OC(CN1CCC(CC1)NC1=C2C=C(N(C2=CC=C1)CC(F)(F)F)C#CCNC1=C(C=C(C=C1)S(=O)(=O)NC(CC)=O)OC)COC(CC)=O 1-(4-{[2-(3-{[2-methoxy-4-(propanamidosulfonyl)phenyl]amino}prop-1-yn-1-yl)-1-(2,2,2-trifluoroethyl)-1H-indol-4-yl]amino}piperidin-1-yl)-3-(propanoyloxy)propan-2-yl propanoate